2-(2-hydroxy-1-methyl-ethoxy)-1-propanol OCC(OC(CO)C)C